(S)-3-((S)-sec-butyl)-7-fluoro-N-((1s,3R)-3-hydroxycyclobutyl)-2-oxo-1,2,3,5-tetrahydro-4H-benzo[e][1,4]diazepine-4-carboxamide [C@H](C)(CC)[C@@H]1N(CC2=C(NC1=O)C=CC(=C2)F)C(=O)NC2CC(C2)O